4-bromo-1-(diethoxyphosphorylmethyl)-2-methyl-benzene BrC1=CC(=C(C=C1)CP(=O)(OCC)OCC)C